FC(C1=CC=C(C=C1)C#CC(=O)N1CCN(CC1)C(=O)OC(C)(C)C)(F)F tert-Butyl 4-(3-(4-(trifluoromethyl)phenyl)propioloyl)piperazine-1-carboxylate